FC(C(=O)O)(F)F.NCC(CC=1N(C(NN1)=O)CC=1SC2=C(C1)C=C(C=C2)C=2C=NC(=CC2)N(C)C)=C(F)F [2-(aminomethyl)-3,3-difluoro-allyl]-4-[[5-[6-(dimethylamino)-3-pyridinyl]benzothien-2-yl]methyl]-1,2,4-triazol-3-one trifluoroacetate salt